N-(3-methoxy-4-(4-(1-methylpiperidin-4-yl)piperazin-1-yl)phenyl)-4-(3-phenylisoxazolidine-2-yl)-5-(trifluoromethyl)pyrimidin-2-amine COC=1C=C(C=CC1N1CCN(CC1)C1CCN(CC1)C)NC1=NC=C(C(=N1)N1OCCC1C1=CC=CC=C1)C(F)(F)F